ethyl 4-(4-methoxyphenyl)-2-methyl-4,5-dihydrofuran-3-carboxylate COC1=CC=C(C=C1)C1C(=C(OC1)C)C(=O)OCC